C1(=CC=CC=C1)C1=C(NC=2C1=NC=CC2)C2=C(C=NC=C2)OC[C@H]2N(CC=C2)C(C=C)=O 1-[(2S)-2-({[4-(3-phenyl-1H-pyrrolo[3,2-b]pyridin-2-yl)pyridin-3-yl]oxy}methyl)-2,5-dihydro-1H-pyrrol-1-yl]prop-2-en-1-one